C12OCC(CC1)(C2)C=2N=C1N(C=C(C(=C1)OC(C)C)C(=O)NC=1C(N(C=CC1)C1CC1)=O)C2 2-(2-oxabicyclo[2.2.1]hept-4-yl)-N-(1-cyclopropyl-2-oxo-1,2-dihydropyridin-3-yl)-7-isopropoxyimidazo[1,2-a]pyridine-6-carboxamide